CCCCCCCCCCCCCCCCCC(=O)N[C@@H](COC1[C@@H]([C@H]([C@H]([C@H](O1)CO)O)O)O)[C@@H](/C=C/CCCCCCCCCCCCC)O The molecule is an N-acyl-D-galactosylsphingosine in which the ceramide N-acyl group is specified as stearoyl (octadecanoyl). It derives from an octadecanoic acid.